4-((7-chloroisoquinolin-1-yl)amino)-N-(1,2,3,4-tetrahydronaphthalen-2-yl)benzenesulfonamide ClC1=CC=C2C=CN=C(C2=C1)NC1=CC=C(C=C1)S(=O)(=O)NC1CC2=CC=CC=C2CC1